(S)-2,2,3-trifluoro-3-(4-fluorophenyl)propan-1-amine FC(CN)([C@H](C1=CC=C(C=C1)F)F)F